O=C1NC(CCC1N1C(C2=CC=C(C=C2C1=O)N1CCC2(CC(C2)CO)CC1)=O)=O 2-(2,6-Dioxopiperidin-3-yl)-5-(2-(hydroxymethyl)-7-azaspiro[3.5]nonan-7-yl)isoindoline-1,3-dione